dimethylvaleronitrile CC(C#N)(CCC)C